CC(=C)C(C(CCCCC)O)(C)C 2,3,3-trimethylnon-1-en-4-ol